2-(1-(2-fluorophenyl)vinyl)benzen-3-d-amine FC1=C(C=CC=C1)C(=C)C1=C(C=CC=C1[2H])N